CC1CC(C1)(C1=NN=CN1C)C=1C=C(C=CC1)NC(=O)C=1C=2N(C=C(C1)CN1C[C@H](CCC1)C)C=CN2 (S)-N-(3-(3-methyl-1-(4-methyl-4H-1,2,4-triazol-3-yl)cyclobutyl)phenyl)-6-((3-methylpiperidin-1-yl)methyl)imidazo[1,2-a]pyridine-8-carboxamide